7-(2-hydroxyethoxy)-1-methyl-2-oxo-4-(6-((1-(trifluoromethyl)cyclopropyl)ethynyl)-2,3-dihydrobenzo[e][1,4]oxazepine-1(5H)-yl)-1,2-dihydroquinazoline-6-carbonitrile OCCOC1=C(C=C2C(=NC(N(C2=C1)C)=O)N1CCOCC2=C1C=CC=C2C#CC2(CC2)C(F)(F)F)C#N